2-methylene-4-oxo-4-(1-(4-(pentafluoro-λ6-sulfaneyl)phenyl)cyclobutoxy)butanoic acid C=C(C(=O)O)CC(OC1(CCC1)C1=CC=C(C=C1)S(F)(F)(F)(F)F)=O